calcium dimethoxide manganese [Mn+2].C[O-].C[O-].[Ca+2]